2,6-dipropylbenzene C(CC)C1=CC(=CC=C1)CCC